4-[3-chloro-4-[[(2R)-3,3,3-trifluoro-2-hydroxy-2-methyl-propanoyl]amino]phenyl]sulfonyl-N,N-dimethylbenzamide ClC=1C=C(C=CC1NC([C@@](C(F)(F)F)(C)O)=O)S(=O)(=O)C1=CC=C(C(=O)N(C)C)C=C1